7-(3,5-dimethylphenyl)-2-methyl-1H-indene CC=1C=C(C=C(C1)C)C=1C=CC=C2C=C(CC12)C